FC=1C=C2CN(CC2=CC1)C(CNC12CC3(CC(CC(C1)C3)C2)OC(=O)N[C@H](CC(C)C)C(=O)OC)=O methyl (((3-((2-(5-fluoroisoindolin-2-yl)-2-oxoethyl)amino)adamantan-1-yl)oxy)carbonyl)-D-leucinate